N-[4-(2,4-difluorophenoxy)-3-(6-methyl-7-oxo-6,7-dihydro-1H-pyrrolo[2,3-c]pyridin-4-yl)phenyl]-2-(dimethylamino)ethanesulfonamide FC1=C(OC2=C(C=C(C=C2)NS(=O)(=O)CCN(C)C)C=2C3=C(C(N(C2)C)=O)NC=C3)C=CC(=C1)F